N[C@@H](CCC(=O)CNC)C(=O)O Gamma-glutamylmethylmethylamine